NCC=1C=C(C=CC1)N1N=C(C=C1C(=O)NC=1C(=C2CCN(CC2=CC1)C)F)C(F)(F)F 1-(3-(aminomethyl)phenyl)-N-(5-fluoro-2-methyl-1,2,3,4-tetrahydroisoquinolin-6-yl)-3-(trifluoromethyl)-1H-pyrazole-5-carboxamide